ethyl 2-{3-[(1,3-benzothiazol-2-yl)amino]-4-cyclopropyl-5H,6H,7H,8H-pyrido[2,3-c]pyridazin-8-yl}-1,3-thiazole-4-carboxylate S1C(=NC2=C1C=CC=C2)NC2=C(C1=C(N=N2)N(CCC1)C=1SC=C(N1)C(=O)OCC)C1CC1